2-cyano-3-hydroxy-but-2-enoic acid-(4'-trifluoromethylphenyl)-amide FC(C1=CC=C(C=C1)NC(C(=C(C)O)C#N)=O)(F)F